6-(4,6-dichloro-5-hydroxylpyridin-2-yl)-N2,N4-bis(1,1,1-trifluoroprop-2-yl)-1,3,5-triazine-2,4-diamine ClC1=CC(=NC(=C1O)Cl)C1=NC(=NC(=N1)NC(C(F)(F)F)C)NC(C(F)(F)F)C